3,5-difluoro-2,6-dimethylbenzyl (1R)-trans-3-[(E)-(2-methoxycarbonyl-1-propenyl)]-2,2-dimethylcyclopropanecarboxylate COC(=O)/C(=C/[C@H]1C([C@@H]1C(=O)OCC1=C(C(=CC(=C1C)F)F)C)(C)C)/C